C(C)(C)(C)C1=C(OC[Al](Cl)Cl)C(=CC=C1)C(C)(C)C 2,6-di-tert-butyl-phenoxymethyl-aluminum chloride